O1COC2=C1C=CC(=C2)CNC(C2=C(C=CC=C2Cl)Cl)=O N-(1,3-Benzodioxol-5-ylmethyl)-2,6-dichloro-benzamide